C1(CC1)CC(=O)NC1=CSC(=C1)C1=NC(=CN=C1)C=1C=CC2=C(OCCN2C(=O)C2CCN(CC2)C)C1 2-cyclopropyl-N-(5-(6-(4-(1-methylpiperidine-4-carbonyl)-3,4-dihydro-2H-benzo[b][1,4]oxazin-7-yl)Pyrazin-2-yl)thiophen-3-yl)acetamide